ClC1=CC=C(C=C1)/C=C/C(=O)C1=CC=C(C=C1)OC[C@@](CN1N=CN=C1)(O)C1=C(C=C(C=C1)F)F (E)-3-(4-Chlorophenyl)-1-[4-[(2R)-2-(2,4-difluorophenyl)-2-hydroxy-3-(1,2,4-triazol-1-yl)propoxy]phenyl]prop-2-en-1-one